C(C(C)C)NC(=O)N1[C@@H](CC(CC1)C1=CC2=C(N(C(O2)=O)C)C=C1)C N-iso-Butyl-(2R)-methyl-4-(3-methyl-2-oxo-1,3-benzoxazol-6-yl)piperidine-1-carboxamide